(R)-3-(2-(6-((5-acrylamido-2-meth-oxy-4-(4-methyl-piperazin-1-yl)-phenyl)amino)pyrimidin-4-yl)isoxazolidin-3-yl)-N-phenylbenzamide C(C=C)(=O)NC=1C(=CC(=C(C1)NC1=CC(=NC=N1)N1OCC[C@@H]1C=1C=C(C(=O)NC2=CC=CC=C2)C=CC1)OC)N1CCN(CC1)C